C(CCCCC)OC=1C=C(CC#N)C=C(C1OCCCCCC)OCCCCCC 3,4,5-tri(hexyloxy)benzyl cyanide